(1R,4R)-4-((4-(acryloyloxy)butoxy)carbonyl)cyclohexane-1-carboxylic acid C(C=C)(=O)OCCCCOC(=O)C1CCC(CC1)C(=O)O